7-bromo-2,3-dihydro-2,2-dimethylbenzofuran BrC1=CC=CC=2CC(OC21)(C)C